4-(((1S,3R)-3-fluorocyclohexyl)amino)but-2-enamide F[C@H]1C[C@H](CCC1)NCC=CC(=O)N